2-[((R)-7-Benzyloxy-2,3-dihydro-benzo[1,4]dioxin-2-ylmethyl)-amino]-N-methyl-2-phenyl-acetamide C(C1=CC=CC=C1)OC=1C=CC2=C(O[C@@H](CO2)CNC(C(=O)NC)C2=CC=CC=C2)C1